ClC=1C=C(C=CC1Cl)C=1N=C(SC1SC(C)C)N1N=C(C(=C1C(=O)O)C1=CC(=NC=C1)F)C 1-(4-(3,4-dichlorophenyl)-5-(isopropylsulfanyl)thiazol-2-yl)-4-(2-fluoropyridin-4-yl)-3-methyl-1H-pyrazole-5-carboxylic acid